5-(tert-butyl)isoxazol C(C)(C)(C)C1=CC=NO1